C(C)OC=1C=C(C#N)C=CC1[N+](=O)[O-] 3-ethoxy-4-nitrobenzonitrile